1-(3-fluoropyrrolidine-1-carbonyl)cyclopropane-1-carboxylate FC1CN(CC1)C(=O)C1(CC1)C(=O)[O-]